4-(4-((2-(2-(benzyloxy)ethoxy)ethoxy)methyl)piperidin-1-yl)-2-bromopyridine C(C1=CC=CC=C1)OCCOCCOCC1CCN(CC1)C1=CC(=NC=C1)Br